Cl.ClC=1C=C(C=NC1N1CCNCC1)C1=NOC(=N1)C 3-(5-chloro-6-piperazin-1-yl-3-pyridyl)-5-methyl-1,2,4-oxadiazole hydrochloride